C(C)(=O)OC[C@@H](OC(C)=O)CO 1,2-diacetoyl-sn-glycerol